6-[4-(cyclopropylmethoxy)phenyl]-N-[[2-(3-methylmorpholin-4-yl)-3-pyridinyl]methyl]pyridazine-4-carboxamide C1(CC1)COC1=CC=C(C=C1)C1=CC(=CN=N1)C(=O)NCC=1C(=NC=CC1)N1C(COCC1)C